tert-Butyl (S)-3-(((3-cyano-8-iodo-4-(neopentylamino)quinolin-6-yl)amino)(1-cyclopropyl-1H-1,2,3-triazol-4-yl)methyl)-4,7-dihydrothieno[2,3-c]pyridine-6(5H)-carboxylate C(#N)C=1C=NC2=C(C=C(C=C2C1NCC(C)(C)C)N[C@@H](C1=CSC=2CN(CCC21)C(=O)OC(C)(C)C)C=2N=NN(C2)C2CC2)I